NCCCCOC1=CC=C(C(=O)NC2C(C(C2(C)C)OC2=CC(=C(C=C2)C#N)Cl)(C)C)C=C1 4-(4-aminobutoxy)-N-[3-(3-chloro-4-cyano-phenoxy)-2,2,4,4-tetramethyl-cyclobutyl]benzamide